N-(4-(3-(2,4-bis(trifluoromethyl)phenyl)-7-fluoro-2-oxo-2,3,4,5-tetrahydro-1H-benzo[b]azepin-1-yl)but-2-ynyl)benzamide FC(C1=C(C=CC(=C1)C(F)(F)F)C1CCC2=C(N(C1=O)CC#CCNC(C1=CC=CC=C1)=O)C=CC(=C2)F)(F)F